N-((1s,4s)-4-hydroxy-4-phenylcyclohexyl)-4-(1-methyl-1H-imidazol-5-yl)pyrimidine-2-carboxamide OC1(CCC(CC1)NC(=O)C1=NC=CC(=N1)C1=CN=CN1C)C1=CC=CC=C1